C(C)(C)(C)OC(=O)N1C=C(C2=CC=CC=C12)CS(=O)C1=CC=CC=C1 3-((phenylsulfinyl)methyl)-1H-indole-1-carboxylic acid tert-butyl ester